C(C)(C)(C)[S@@](=O)\N=C\1/C=2C(=NC=C(C2)OC)CC12CCN(CC2)C(=O)OC(C)(C)C tert-butyl (R,Z)-5-((tert-butylsulfinyl) imino)-3-methoxy-5,7-dihydrospiro[cyclopenta[b]pyridine-6,4'-piperidine]-1'-carboxylate